2-benzyloxy-5-[2-[[6-(hydrazinocarbonyl)-5-nitro-3-(trifluoromethyl)-2-pyridinyl]amino]-2-methyl-propoxy]-2-(trifluoromethyl)pentanoic acid ethyl ester C(C)OC(C(CCCOCC(C)(C)NC1=NC(=C(C=C1C(F)(F)F)[N+](=O)[O-])C(=O)NN)(C(F)(F)F)OCC1=CC=CC=C1)=O